CN(C(OCCl)=O)CC=1C(=NC=CC1)NC chloromethyl methyl((2-(methylamino)pyridin-3-yl)methyl)carbamate